C(C=C)OC1=CC=C(C=C1)OCC 1-(allyloxy)-4-ethoxybenzene